5-[4-(cyanomethoxy)-2,3-difluoro-phenyl]-N-[4-[2-[[(3R,4R)-4-hydroxypyrrolidin-3-yl]carbamoylamino]ethylcarbamoyl]-3-methyl-phenyl]-1-methyl-imidazole-2-carboxamide C(#N)COC1=C(C(=C(C=C1)C1=CN=C(N1C)C(=O)NC1=CC(=C(C=C1)C(NCCNC(N[C@@H]1CNC[C@H]1O)=O)=O)C)F)F